ClC=1C=NC=C(C1NC(=O)C1=CN=C(S1)NC1=NC(=NC(=C1)N1CCN(CC1)CCO)C)C N-(3-chloro-5-methylpyridin-4-yl)-2-((6-(4-(2-hydroxyethyl)piperazin-1-yl)-2-methylpyrimidin-4-yl)amino)thiazole-5-carboxamide